methyl 2-(4-(benzo[d]thiazol-2-ylmethyl)piperazin-1-yl)-4-(prop-1-en-2-yl)benzoate S1C(=NC2=C1C=CC=C2)CN2CCN(CC2)C2=C(C(=O)OC)C=CC(=C2)C(=C)C